7-[4-[4-(1-benzothien-4-yl)piperazin-1-yl]butoxy]-1H-quinolin-2-one S1C=CC2=C1C=CC=C2N2CCN(CC2)CCCCOC2=CC=C1C=CC(NC1=C2)=O